β-Anthraniloyl-L-Alanine C(C=1C(N)=CC=CC1)(=O)C[C@H](N)C(=O)O